methyl 5-amino-4-(4-(3,4-dimethoxybenzyloxy)-1-oxoisoindolin-2-yl)-5-oxopentanoate NC(C(CCC(=O)OC)N1C(C2=CC=CC(=C2C1)OCC1=CC(=C(C=C1)OC)OC)=O)=O